(2r,7ar)-2-(cyclopropylmethoxy)-6-methylenetetrahydro-1H-pyrrolizin C1(CC1)CO[C@@H]1C[C@H]2CC(CN2C1)=C